tert-butyl (3-(6-bromopyrrolo[2,1-f][1,2,4]triazin-4-yl)-5-fluoro-2-methylphenyl)carbamate BrC=1C=C2C(=NC=NN2C1)C=1C(=C(C=C(C1)F)NC(OC(C)(C)C)=O)C